C1(CC1)C(=O)NC=1C=C(C(=O)NCCOC2=CC(=C(C=C2)OC(F)(F)F)F)C=CN1 2-(cyclopropanecarboxamido)-N-(2-(3-fluoro-4-(trifluoromethoxy)phenoxy)ethyl)isonicotinamide